1-bromo-3-methyl-3-phenylbutan-2-one BrCC(C(C)(C1=CC=CC=C1)C)=O